CN1C=NC2=CC=C(C(=C2C1=O)C)NC1=C(C(=NC=C1F)N(S(=O)(=O)CCC)COCC[Si](C)(C)C)F N-(4-((3,5-dimethyl-4-oxo-3,4-dihydroquinazolin-6-yl)amino)-3,5-difluoropyridin-2-yl)-N-((2-(trimethylsilyl)ethoxy)methyl)-propane-1-sulfonamide